P1(=O)(OC2=C(C=C(C=C2C(C)(C)C)C)CC2=C(C(=CC(=C2)C)C(C)(C)C)O1)[O-].[Na+] sodium 2,2'-methylene-bis(4-methyl-6-t-butylphenyl) phosphate